2-(hydroxymethyl)propane-1,3-diyl Dioctanoate C(CCCCCCC)(=O)OCC(COC(CCCCCCC)=O)CO